FC1=CC=C(CSC2=NC=3C(N(C=CC3)C(C(=O)NC3=C(C=CC(=C3)NC3COCC3)C)CC)=N2)C=C1 2-(2-((4-fluorobenzyl)thio)-4H-imidazo[4,5-b]pyridin-4-yl)-N-(2-methyl-5-((Tetrahydrofuran-3-yl)amino)phenyl)butanamide